ClC=1NC(C2=C(N1)COC2)=O 2-chloro-5,7-dihydro-3H-furano[3,4-d]pyrimidin-4-one